methyl 7-[(2S)-2-(trifluoromethylsulfonylamino)propoxy]tetralin-5-carboxylate FC(S(=O)(=O)N[C@H](COC=1C=C(C=2CCCCC2C1)C(=O)OC)C)(F)F